ONCCNO bishydroxyl-ethylenediamine